tert-Butyl peracetat C(C)(=O)OOC(C)(C)C